(3R)-N-[3-[5-[4-(2,2-dimethoxyethyl)phenyl]-1H-indole-3-carbonyl]-2,4-difluoro-phenyl]-3-fluoro-pyrrolidine-1-sulfonamide COC(CC1=CC=C(C=C1)C=1C=C2C(=CNC2=CC1)C(=O)C=1C(=C(C=CC1F)NS(=O)(=O)N1C[C@@H](CC1)F)F)OC